BrC=1C=CC(=C(C1)C(C(=O)N[C@@H](CC(=O)OCC)C=1C=C(C=C(C1F)C)C1=C(C=CC=C1C)O)N1C(C(=C(C=C1)C(F)(F)F)Cl)=O)F ethyl (3S)-3-[2-(5-bromo-2-fluorophenyl)-2-[3-chloro-2-oxo-4-(trifluoromethyl)pyridin-1-yl]acetamido]-3-{4-fluoro-2'-hydroxy-5,6'-dimethyl-[1,1'-biphenyl]-3-yl}propanoate